4-(1-Cyclohexyl-4-(4-fluorophenyl)-1H-imidazol-5-yl)-N-(2-fluorobenzyl)pyrimidin-2-amine C1(CCCCC1)N1C=NC(=C1C1=NC(=NC=C1)NCC1=C(C=CC=C1)F)C1=CC=C(C=C1)F